FC(OC1=C(C=CC(=C1)C(F)(F)F)C=1C=2N(C(NN1)=O)C=CC2)F 1-[2-(Difluoromethoxy)-4-(trifluoromethyl)phenyl]-3H-pyrrolo[1,2-d][1,2,4]triazin-4-one